The molecule is a tetrahydroxyflavone that is kaempferol substituted by a lavandulyl group at position 8. Isolated from Sophora flavescens, it exhibits antioxidant activity. It has a role as a metabolite, a radical scavenger and an EC 1.1.1.21 (aldehyde reductase) inhibitor. It is a member of flavonols and a tetrahydroxyflavone. It derives from a kaempferol. CC(=CCC(CC1=C2C(=C(C=C1O)O)C(=O)C(=C(O2)C3=CC=C(C=C3)O)O)C(=C)C)C